N-((1,5-dimethyl-1H-pyrazol-3-yl)methyl)-1-(4-(1,4-dimethyl-1H-pyrazol-5-yl)-5-fluoropyrimidin-2-yl)-N-methylpiperidine-4-carboxamide CN1N=C(C=C1C)CN(C(=O)C1CCN(CC1)C1=NC=C(C(=N1)C1=C(C=NN1C)C)F)C